CC(=CC#N)C dimethyl-Acrylonitrile